tri-o-tolyl phosphite CC1=CC=CC=C1OP(OC2=CC=CC=C2C)OC3=CC=CC=C3C